4-((6-(ethoxymethoxy)-2-fluoro-3-methoxyphenyl)(hydroxy)methyl)benzoic acid methyl ester COC(C1=CC=C(C=C1)C(O)C1=C(C(=CC=C1OCOCC)OC)F)=O